tert-butyl 4-(4-amino-2-methyl-phenyl)piperazine-1-carboxylate NC1=CC(=C(C=C1)N1CCN(CC1)C(=O)OC(C)(C)C)C